2-[[4-[1-methyl-4-(4-pyridinyl)pyrazol-3-yl]phenoxy]methyl]-N-(1-oxothiolan-1-ylidene)quinoline-3-carboxamide CN1N=C(C(=C1)C1=CC=NC=C1)C1=CC=C(OCC2=NC3=CC=CC=C3C=C2C(=O)N=S2(CCCC2)=O)C=C1